ClC1=C(C(=O)P(OCC)(=O)C2=CC=CC=C2)C(=CC(=C1)Cl)Cl ethyl 2,4,6-trichlorobenzoylphenylphosphinate